1-(2-(2-azaspiro[4.4]non-2-yl)benzo[d]oxazol-6-yl)-4-oxo-6-(4-(pyrrolidin-1-yl)phenyl)-1,4-dihydropyridine-3-carboxylic acid C1N(CCC12CCCC2)C=2OC1=C(N2)C=CC(=C1)N1C=C(C(C=C1C1=CC=C(C=C1)N1CCCC1)=O)C(=O)O